C(C)C1=C2C=CC(=CC2=CC=C1F)O 5-ethyl-6-Fluoronaphthalen-2-ol